3-iodo-1-(1,4-dioxaspiro[4.5]dec-8-yl)-1H-pyrazolo[3,4-d]pyrimidin-4-amine IC1=NN(C2=NC=NC(=C21)N)C2CCC1(OCCO1)CC2